ethyl (S)-3-(benzyl ((S)-1-phenylethyl) amino)-6-(benzyloxy)hexanoate C(C1=CC=CC=C1)N([C@H](CC(=O)OCC)CCCOCC1=CC=CC=C1)[C@@H](C)C1=CC=CC=C1